4-bromo-2-methyl-5-(piperazin-1-yl)aniline BrC1=CC(=C(N)C=C1N1CCNCC1)C